1-(2-bromo-4-nitrobenzoyl)-4-propylpiperazine BrC1=C(C(=O)N2CCN(CC2)CCC)C=CC(=C1)[N+](=O)[O-]